CC1=C(C(CC1)=O)C dimethyl-2-cyclopentenone